1-(3-(4-methoxyphenyl)-1,2,4-oxadiazol-5-yl)-N-((1-((5-methylthiophen-2-yl)methyl)pyrrolidin-3-yl)methyl)piperidine-4-carboxamide COC1=CC=C(C=C1)C1=NOC(=N1)N1CCC(CC1)C(=O)NCC1CN(CC1)CC=1SC(=CC1)C